CCCCC[C@@H](/C=C/[C@@H]1[C@H](C=CC1=O)C/C=C\\CCCC(=O)O)O The molecule is a member of the class of prostaglandins J that consists of prosta-5,9,13-trien-1-oic acid substituted by an oxo group at position 11 and a hydroxy group at position 15 (the 5Z,13E,15S stereoisomer). It has a role as a human metabolite. It derives from a prostaglandin D2. It is a conjugate acid of a prostaglandin J2(1-).